(R)-2-formylmorpholine-4-carboxylic acid benzyl ester C(C1=CC=CC=C1)OC(=O)N1C[C@@H](OCC1)C=O